CN1C(C2=C(C(=C1)C1=C(C=CC(=C1)S(=O)(=O)C)OC1=CC=C3C=CC=NC3=C1)C=CN2)=O 6-methyl-4-[5-(methylsulfonyl)-2-(quinolin-7-yloxy)phenyl]-1,6-dihydro-7H-pyrrolo[2,3-c]pyridin-7-one